(S)-34-(4-(2,5-dioxo-2,5-dihydro-1H-pyrrol-1-yl)butanamido)-28,35-dioxo-2,5,8,11,14,17,20,23,26-nonaoxa-29,36-diazatetracontan-40-oic acid O=C1N(C(C=C1)=O)CCCC(=O)N[C@@H](CCCCNC(COCCOCCOCCOCCOCCOCCOCCOCCOC)=O)C(NCCCC(=O)O)=O